N-(2,6-dichlorobenzoyl)-N'-(4-sec-butylphenyl)urea ClC1=C(C(=O)NC(=O)NC2=CC=C(C=C2)C(C)CC)C(=CC=C1)Cl